1-(4-(3-(3-fluorophenyl)-1H-pyrrolo[2,3-b]pyridin-5-yl)benzyl)-3-methylpiperidin-3-ol FC=1C=C(C=CC1)C1=CNC2=NC=C(C=C21)C2=CC=C(CN1CC(CCC1)(O)C)C=C2